C(CCCCCCCCCCCCCCCCC)N(CCO)CCO octadecyl-bis(2-hydroxyethyl)amine